4-(2-((4-(2-(pyridin-2-yl)-5,6-dihydro-4H-pyrrolo[1,2-b]pyrazol-3-yl)quinolin-7-yl)oxy)ethyl)morpholine N1=C(C=CC=C1)C=1C(=C2N(N1)CCC2)C2=CC=NC1=CC(=CC=C21)OCCN2CCOCC2